ClC1=NC=CC(=C1NC(C1=C(N=C(C(=C1)F)N1N=C(N(C1=O)CC)CO)O[C@H](C(F)(F)F)C)=O)C (S)-N-(2-Chloro-4-methylpyridin-3-yl)-6-(4-ethyl-3-(hydroxymethyl)-5-oxo-4,5-dihydro-1H-1,2,4-triazol-1-yl)-5-fluoro-2-((1,1,1-trifluoropropan-2-yl)oxy)nicotinamide